5-bromo-N-(5-chloro-2-(2-methoxyethoxy)phenyl)furan-2-carboxamide Tert-butyl-(S)-(1-(4-chlorobenzyl)piperidin-3-yl)carbamate C(C)(C)(C)N(C(O)=O)[C@@H]1CN(CCC1)CC1=CC=C(C=C1)Cl.BrC1=CC=C(O1)C(=O)NC1=C(C=CC(=C1)Cl)OCCOC